FC=1C=C(C(=NC1)O)CN(C1=NC=2N(C=C1)N=CC2C(=O)OCC)C ethyl 5-(((5-fluoro-2-hydroxypyridin-3-yl)methyl)(methyl)amino)pyrazolo[1,5-a]pyrimidine-3-carboxylate